2-[(2S,4R)-4-fluoro-2-{[(S)-[3-fluoro-4-(propan-2-yl)phenyl](phenyl)methyl]carbamoyl} pyrrolidin-1-yl]-2-oxoethyl piperazine-1-carboxylate N1(CCNCC1)C(=O)OCC(=O)N1[C@@H](C[C@H](C1)F)C(N[C@@H](C1=CC=CC=C1)C1=CC(=C(C=C1)C(C)C)F)=O